9-{4-amino-3-[4-(difluoromethanesulfonamido)-3-fluorophenyl]-1-methyl-1H-pyrazolo[4,3-c]pyridin-7-yl}non-8-ynoic acid NC1=NC=C(C2=C1C(=NN2C)C2=CC(=C(C=C2)NS(=O)(=O)C(F)F)F)C#CCCCCCCC(=O)O